CC1=C(C=CC=C1)C1=CC=C(C=C1)C[N+]1=NOC(=C1)[N-]C(NC1=CC(=CC=C1)C(F)(F)F)=O (3-((2'-methyl-[1,1'-biphenyl]-4-yl)methyl)-1,2,3-oxadiazol-3-ium-5-yl)((3-(trifluoromethyl)phenyl)carbamoyl)amide